1-(3-fluoro-2-methylbenzyl)-8-(2-hydroxy-2-methylpropyl)-3-(6-methoxy-5-(1H-pyrazol-4-yl)pyridin-2-yl)-1,3,8-triazaspiro[4.5]decan-2-one FC=1C(=C(CN2C(N(CC23CCN(CC3)CC(C)(C)O)C3=NC(=C(C=C3)C=3C=NNC3)OC)=O)C=CC1)C